ClC1=NC2=C(N1)C=CC(=C2)S(=O)(=O)C2=CC=CC=C2 2-chloro-5-(phenylsulfonyl)-1H-benzo[d]imidazole